N1CCN(CCN(CCN(CC1)CC(=O)[O-])CC(=O)[O-])CC(=O)[O-] 1,4,7,10-tetraazacycloDOdecane-4,7,10-triAcetate